ethylene glycol di-behenate C(CCCCCCCCCCCCCCCCCCCCC)(=O)OCCOC(CCCCCCCCCCCCCCCCCCCCC)=O